1-[[2-[6-(3-cyclopropyl-1H-1,2,4-triazol-5-yl)-2-azaspiro[3.3]heptane-2-carbonyl]-2-azaspiro[3.3]heptan-6-yl]methyl]pyrazole-4-carbonitrile C1(CC1)C1=NNC(=N1)C1CC2(CN(C2)C(=O)N2CC3(C2)CC(C3)CN3N=CC(=C3)C#N)C1